NC1=C(C(N(C2=CC(=CC=C12)C(F)(F)F)C1=CC=C(C=C1)SC)=O)C(=O)OC methyl 4-amino-1-(4-(methylthio)phenyl)-2-oxo-7-(trifluoromethyl)-1,2-dihydroquinoline-3-carboxylate